C(CCC)[Ge-](CCCC)CCCC tributylgermanide